C1(=CC=CC2=CC=CC=C12)[C@@H](C)N1CCC(CC1)N(C(CCC)=O)CC(=O)NCC(=O)NC/C=C/C(=O)OC methyl (R,E)-4-(2-(2-(N-(1-(1-(naphthalen-1-yl)ethyl)piperidin-4-yl)butyramido)acetamido)acetamido)but-2-enoate